(±)-rel-4-((1s,3s,5r)-3-ethoxy-8-((5-methoxy-7-methyl-1H-indol-4-yl)methyl)-8-azabicyclo[3.2.1]octane-1-yl)benzoic acid C(C)O[C@@H]1C[C@@]2(CC[C@H](C1)N2CC2=C1C=CNC1=C(C=C2OC)C)C2=CC=C(C(=O)O)C=C2 |o1:3,5,8|